2-(2-(2,3-difluorobenzylidene)hydrazino)-4-methyl-5-(1-(guanidinoimino)ethyl)-thiazole FC1=C(C=NNC=2SC(=C(N2)C)C(C)=NNC(=N)N)C=CC=C1F